(2,6-Dioxopiperidin-3-yl)-4',4'-difluoro-3',4'-dihydro-6'H-spiro[azetidine-3,2'-pyrano[2,3-f]isoindole]-6',8'(7'H)-dione O=C1NC(CCC1C1C(C=2C(=CC=3C(NC(C3C2)=O)=O)OC12CNC2)(F)F)=O